C(#N)[C@H]1N(CSC1)C(CNC(=O)C1=CC=NC2=CC(=C(C=C12)N1CCOCC1)C)=O (R)-N-(2-(4-cyanothiazolidin-3-yl)-2-oxoethyl)-7-methyl-6-morpholinoquinoline-4-carboxamide